[6-[3-(1-hydroxycyclopropyl)-1H-1,2,4-triazol-5-yl]-2-azaspiro[3.3]heptan-2-yl]-[6-[[5-(trifluoromethyl)-2-pyridyl]methyl]-2-azaspiro[3.4]octan-2-yl]methanone OC1(CC1)C1=NNC(=N1)C1CC2(CN(C2)C(=O)N2CC3(C2)CC(CC3)CC3=NC=C(C=C3)C(F)(F)F)C1